3-methoxyphenyl[1,2,4]triazolo[1,5-c]quinazolin COC=1C=C(C=CC1)C1=NN2C=NC=3C=CC=CC3C2=N1